(E)-Methyl 2-(dihydrofuran-3(2H)-ylidene)acetate O1C\C(\CC1)=C\C(=O)OC